3-((4-isopropylphenyl)amino)-5-(5-methyl-1H-pyrazol-3-yl)-4H-benzo[e][1,2,4]thiadiazine 1,1-dioxide C(C)(C)C1=CC=C(C=C1)NC1=NS(C2=C(N1)C(=CC=C2)C2=NNC(=C2)C)(=O)=O